C(=O)(O)C(O)C(O)C(=O)O.NC1=C(N=CC(=N1)N1CCC2(CC=C(C2N)C2CC2)CC1)SC1=C(C(=NC=C1)N)Cl 8-(6-amino-5-((2-amino-3-chloropyridin-4-yl)thio)pyrazin-2-yl)-2-cyclopropyl-8-azaspiro[4.5]dec-2-en-1-amine tartrate salt